4-(4-(2-hydroxyethyl)piperazin-1-yl)aniline OCCN1CCN(CC1)C1=CC=C(N)C=C1